2'-(9H-carbazol-9-yl)-3,5-bis(3,6-dimethyl-9H-carbazol-9-yl)-[1,1'-biphenyl] C1=CC=CC=2C3=CC=CC=C3N(C12)C1=C(C=CC=C1)C1=CC(=CC(=C1)N1C2=CC=C(C=C2C=2C=C(C=CC12)C)C)N1C2=CC=C(C=C2C=2C=C(C=CC12)C)C